C(C)OC1=CC=C(C=C1)NC(=O)C1=NN2C(N=CC=C2C2=C(C=C(C=C2)OC)F)=C1 N-(4-ethoxyphenyl)-7-(2-fluoro-4-methoxyphenyl)pyrazolo[1,5-a]pyrimidine-2-carboxamide